1-bromo-3-(cyclopropoxy)-2-fluoro-benzene BrC1=C(C(=CC=C1)OC1CC1)F